C(C=C)(=O)N1CC(C1)N1N=CC(=C1)C1=C(C2=C(C(=N1)C=1C=CC(N(C1)C)=O)C=CS2)NC2=CC=CC=C2 5-(6-(1-(1-acryloylazetidin-3-yl)-1H-pyrazol-4-yl)-7-(phenylamino)thieno[3,2-c]pyridin-4-yl)-1-methylpyridin-2(1H)-one